C(C)N1C(=CC(C2=CC=CC=C12)=O)C1=CC=C(C=C1)OCCCN1CCCC1 1-ethyl-2-(4-(3-(pyrrolidin-1-yl)propoxy)phenyl)quinolin-4(1H)-one